ClC=1C(=C(C(=CC1)F)C=1C(N(N=C(C1O)C)C)=O)CCC1=CC=C(C=C1)CSC 4-[3-chloro-6-fluoro-2-[2-[4-(methylsulfanylmethyl)phenyl]ethyl]phenyl]-5-hydroxy-2,6-dimethylpyridazin-3-one